(S)-4-{3-[(S)-(1,3-Dimethyl-azetidin-3-yl)-hydroxy-(4-isopropyl-phenyl)-methyl]-phenyl}-2-(6-methyl-pyrimidin-4-yl)-but-3-yn-2-ol CN1CC(C1)(C)[C@@](C=1C=C(C=CC1)C#C[C@](C)(O)C1=NC=NC(=C1)C)(C1=CC=C(C=C1)C(C)C)O